(4-(difluoromethyl)-2-((R)-1-hydroxyethyl)oxazol-5-yl)((R)-4-(7-(trifluoromethyl)pyrazolo[1,5-a]pyridin-2-yl)-6,7-dihydro-1H-imidazo[4,5-c]pyridin-5(4H)-yl)methanone FC(C=1N=C(OC1C(=O)N1[C@H](C2=C(CC1)NC=N2)C2=NN1C(C=CC=C1C(F)(F)F)=C2)[C@@H](C)O)F